FC(COC(NC12CC3(CC(CC(C1)C3)C2)NC(=O)C2=NC(=CC=C2)C)=O)(F)F {3-[(6-Methyl-pyridine-2-carbonyl)-amino]-adamantan-1-yl}-carbamic acid 2,2,2-trifluoro-ethyl ester